1-[1-[2-[tert-butyl(dimethyl)silyl]oxyethyl]pyrrolidin-3-yl]tetrazole-5-thiol [Si](C)(C)(C(C)(C)C)OCCN1CC(CC1)N1N=NN=C1S